biphenyl-4-yl-(4-dibenzofuran-4-yl-phenyl)-amine C1(=CC=C(C=C1)NC1=CC=C(C=C1)C1=CC=CC2=C1OC1=C2C=CC=C1)C1=CC=CC=C1